FC=1C=C(C=C(C1)F)C(C)OC=1C=C2C(=NNC2=CC1)C1=NC2=C(N1)CN(C2)CC2CCN(CC2)C(C)=O 1-(4-((2-(5-(1-(3,5-Difluorophenyl)ethoxy)-1H-Indazol-3-yl)-4,6-Dihydropyrrolo[3,4-d]imidazol-5(1H)-yl)methyl)piperidin-1-yl)ethan-1-On